5,6-di-methoxy-2-aminoindane COC=1C=C2CC(CC2=CC1OC)N